ClC1=C(C=CC(=C1)C=1N=NNN1)S(=O)(=O)NCCO 2-chloro-N-(2-hydroxyethyl)-4-(2H-tetrazol-5-yl)benzenesulfonamide